3-[4-(2-bromoethyl)phenyl]piperidine-2,6-dione BrCCC1=CC=C(C=C1)C1C(NC(CC1)=O)=O